BrC1=C(C=CC=C1)C(CN1C=NC=C1)CCOC1=CC=C(C=C1)F 1-(2-(2-bromophenyl)-4-(4-fluorophenoxy)butyl)-1H-imidazole